N[C@H]1CN(CCC1)C(=O)C=1NC2=CC(=C(C=C2C1)OC(F)(F)F)F (R)-(3-aminopiperidin-1-yl)(6-fluoro-5-(trifluoromethoxy)-1H-indol-2-yl)methanone